FC(C1CCN(CC1)C=1C=C(C=C2C=C(C=NC12)C(=O)N[C@@H](CO)C)OC)F (R)-8-(4-(difluoromethyl)piperidin-1-yl)-N-(1-hydroxypropan-2-yl)-6-methoxyquinoline-3-carboxamide